2,4,6-triphenylpyridine tetrafluoroborate F[B-](F)(F)F.C1(=CC=CC=C1)C1=NC(=CC(=C1)C1=CC=CC=C1)C1=CC=CC=C1